C1(CC1)C=1C=C(C#N)C(=CC1OC(C)C)N1CCNCC1 3-cyclopropyl-4-isopropoxy-6-(piperazin-1-yl)benzonitrile